(Z)-3-(1-(dimethylamino)ethylidene)-4-oxopyrrolidine-1-carboxylic acid tert-butyl ester C(C)(C)(C)OC(=O)N1C/C(/C(C1)=O)=C(\C)/N(C)C